C(C(=O)C1=CC=CC=C1)N1[CH-]C(=CC=C1)Br N-phenacyl-bromopyridineid